1-(5-(5-chloro-2-methoxypyridin-4-yl)-1H-pyrazole-3-carbonyl)-N-((1-methyl-1H-benzo[d]imidazol-5-yl)methyl)piperidine-4-carboxamide ClC=1C(=CC(=NC1)OC)C1=CC(=NN1)C(=O)N1CCC(CC1)C(=O)NCC1=CC2=C(N(C=N2)C)C=C1